CSCCCCC1=CC=CC=C1 (4-phenyl-n-butyl) methyl sulfide